C(CCCCCCCCCCC)NC(=O)N(CCCCC)CCCCC N-dodecyl-N',N'-dipentylurea